C(C)(C)(C)OC(=O)N1CCN(CC1)C1=CC=C(C=C1)C(NC1C(NC(CC1)=O)=O)=O 4-[4-[(2,6-dioxo-3-piperidyl)carbamoyl]phenyl]piperazine-1-carboxylic acid tert-butyl ester